C(C=CC1=CC=CC=C1)[Pd-2](Cl)=C1N(C=C2N1C(=CC=C2)C2=C(C=C(C=C2C)C)C)C2=C(C=CC=C2C(C)C)C(C)C cinnamyl-[2-(2,6-diisopropylphenyl)-5-mesitylimidazo[1,5-a]pyridin-3-ylidene]chloropalladium(II)